tert-butyl (6aR,8R)-2-chloro-8-((4-methyl-5-vinylpyridin-2-yl)oxy)-6a,7,8,9-tetrahydropyrrolo[1',2':4,5]pyrazino[2,3-c]pyridazine-5(6H)-carboxylate ClC=1C=C2C(=NN1)N(C[C@@H]1N2C[C@@H](C1)OC1=NC=C(C(=C1)C)C=C)C(=O)OC(C)(C)C